NC1=CC=CC(=N1)S(=O)(=O)NC(=O)C=1C(=NC(=CC1)C1=CC(=CC(=C1)OCC(C)C)F)N1C(CC(C1)C)C N-[(6-Amino-2-pyridyl)sulfonyl]-2-(2,4-dimethylpyrrolidin-1-yl)-6-(3-fluoro-5-isobutoxyphenyl)pyridin-3-carboxamid